2-ethoxy-3,4-dihydro-2H-pyran C(C)OC1OC=CCC1